N4-(4-methyl-5-((3-methyloxetan-3-yl)amino)pyridin-2-yl)-N6-(3-(methylsulfonyl)pyridin-2-yl)pyrimidine-4,6-diamine CC1=CC(=NC=C1NC1(COC1)C)NC1=NC=NC(=C1)NC1=NC=CC=C1S(=O)(=O)C